3-(3-(9H-Carbazol-9-yl)phenyl)-9-(3-(3-(3-(9H-carbazol-9-yl)phenyl)-9H-carbazol-9-yl)phenyl)-9H-carbazole C1=CC=CC=2C3=CC=CC=C3N(C12)C=1C=C(C=CC1)C=1C=CC=2N(C3=CC=CC=C3C2C1)C1=CC(=CC=C1)N1C2=CC=CC=C2C=2C=C(C=CC12)C1=CC(=CC=C1)N1C2=CC=CC=C2C=2C=CC=CC12